(2-((R)-4-Cyanothiazolidin-3-yl)-2-oxoethyl)-6-((RS)-tetrahydrofuran-2-yl)quinoline-4-carboxamide sulfur [S].C(#N)[C@H]1N(CSC1)C(CC1=NC2=CC=C(C=C2C(=C1)C(=O)N)[C@@H]1OCCC1)=O |&1:23|